1-(5-((6-chloro-5-(1-methyl-1H-indol-5-yl)-1H-benzo[d]imidazol-2-yl)oxy)-2-methylphenyl)-1,4-dihydro-5H-tetrazol-5-one ClC=1C(=CC2=C(NC(=N2)OC=2C=CC(=C(C2)N2N=NNC2=O)C)C1)C=1C=C2C=CN(C2=CC1)C